FC=1C=C(C=CC1F)NC(=O)C=1N(C=C2C1NCC1N(S2(=O)=O)CCCC1)C N-(3,4-difluorophenyl)-2-methyl-2,6,7,8,9,9a,10,11-octahydropyrido[1,2-b]pyrrolo[3,4-f][1,2,5]thiadiazepine-1-carboxamide 4,4-dioxide